5-amino-3-[4-[[(2-methoxybenzoyl)amino]methyl]phenyl]-1-[[(3R)-3-piperazinyl]methyl]pyrazole-4-carboxamide NC1=C(C(=NN1C[C@H]1CNCCN1)C1=CC=C(C=C1)CNC(C1=C(C=CC=C1)OC)=O)C(=O)N